3-(5-((4-(isoxazolo[4,5-c]pyridin-3-yl)piperazin-1-yl)methyl)-1-oxoisoindolin-2-yl)piperidine-2,6-dione O1N=C(C=2C=NC=CC21)N2CCN(CC2)CC=2C=C1CN(C(C1=CC2)=O)C2C(NC(CC2)=O)=O